C(C)OC(=O)C=1C(=NN(C1)[C@@H]1COCC[C@H]1C#N)N 3-amino-1-[(3S,4R)-4-cyanotetrahydropyran-3-yl]pyrazole-4-carboxylic acid ethyl ester